ClC1=NN=C2N1C1=CC=C(C=C1C(=N2)N(C2=CC(=CC=C2)C2=CC=C(C=C2)OC(F)(F)F)C)F chloro-7-fluoro-N-methyl-N-[3-[4-(trifluoromethoxy)phenyl]phenyl]-[1,2,4]triazolo[4,3-a]quinazolin-5-amine